COC(=O)C1(CN(C2=CC(=CC=C12)Br)C(=O)OC(C)(C)C)C 6-bromo-3-methyl-indoline-1,3-dicarboxylic acid 1-tert-butyl 3-methyl ester